palladium (II) bis(triphenylphosphine) bis(trifluoroacetate) FC(C(=O)[O-])(F)F.FC(C(=O)[O-])(F)F.C1(=CC=CC=C1)P(C1=CC=CC=C1)C1=CC=CC=C1.C1(=CC=CC=C1)P(C1=CC=CC=C1)C1=CC=CC=C1.[Pd+2]